Cl.COCCN1CC2=CC(=CC=C2CC1)N(C1=CC=CC=C1)C 2-(2-methoxyethyl)-N-methyl-N-phenyl-1,2,3,4-tetrahydroisoquinolin-7-amine hydrochloride